ClC=1C=C(C=C(C1)OC=1C=NC(=CC1)Cl)NC(=O)C1=CC2=C(S1)C=CC(=C2)C(C)(C)S(=O)(=O)C N-(3-Chloro-5-((6-chloropyridin-3-yl)oxy)phenyl)-5-(2-(methylsulfonyl)propan-2-yl)benzo[b]thiophen-2-carboxamid